3,9-dimethoxy-6-methyl-5H-dibenzo[c,e]azepin-5,7(6H)-dione COC=1C=CC2=C(C(N(C(C3=C2C=CC(=C3)OC)=O)C)=O)C1